5-acetyl-3-benzylidene-7-fluoro-2,3-dihydropyrrolo[2,1-b]quinazolin-9(1H)-one C(C)(=O)C1=CC(=CC=2C(N3C(=NC12)C(CC3)=CC3=CC=CC=C3)=O)F